Methyl 3-(3-(4-(4-(methylsulfonyl)phenoxy)phenoxy) azetidin-1-yl)-2-(1H-pyrrol-1-yl)benzoate CS(=O)(=O)C1=CC=C(OC2=CC=C(OC3CN(C3)C=3C(=C(C(=O)OC)C=CC3)N3C=CC=C3)C=C2)C=C1